FC1=CC=CC(=C1C=1C=C2C(=NC1)N(C(N2)=O)[C@H](CS(=O)(=O)C)C2=NC(=C(C=C2)OC)OCC)OC (S)-6-(6-fluoro-2-methoxyphenyl)-3-(1-(6-ethoxy-5-methoxypyridin-2-yl)-2-(methylsulfonyl)ethyl)-1H-imidazo[4,5-b]pyridin-2(3H)-one